C1=NC2=C3C4=C(OC=CN13)C=CC=C4N=C2 8-oxa-2,4,10a-triazanaphtho[2,1,8-cde]azulene